ClC1=CC(=C(C=C1)[C@H](C)NC(CN1N=CC2=C(C1=O)C(=NN2C2CC2)C)=O)F (S)-N-(1-(4-chloro-2-fluorophenyl)ethyl)-2-(1-cyclopropyl-3-methyl-4-oxo-1,4-dihydro-5H-pyrazolo[3,4-d]pyridazin-5-yl)acetamide